BrC=1C=CC(=NC1)N1C[C@H]([C@H](CC1)NC(OC(C)(C)C)=O)F tert-butyl ((cis)-1-(5-bromopyridin-2-yl)-3-fluoropiperidin-4-yl)carbamate